NC1=NC=2N(C=C1\C=C/CC1CCN(CC1)C(=O)OC(C)(C)C)C=C(N2)C2=C(C=CC=C2)O tert-butyl 4-[(Z)-3-[7-amino-2-(2-hydroxyphenyl)imidazo[1,2-a]pyrimidin-6-yl]allyl]piperidine-1-carboxylate